(2R,4R)-4-((4-acetyl-6-chloro-3-fluoropyridin-2-yl)methyl)-1-(3-chloro-2-fluorobenzyl)-2-methylpiperidine-4-carboxylic acid tert-butyl ester C(C)(C)(C)OC(=O)[C@]1(C[C@H](N(CC1)CC1=C(C(=CC=C1)Cl)F)C)CC1=NC(=CC(=C1F)C(C)=O)Cl